S1C2=C(C=C1CC=1C=C(C=CC1)C13N=C(OC1[C@H]([C@@H]([C@H](O3)CO)O)O)CCC)C=CC=C2 (5R,6S,7S)-3a-(3-((benzo[b]thiophen-2-yl)methyl)phenyl)-5-(hydroxymethyl)-2-propyl-5,6,7,7a-tetrahydro-3aH-pyrano[2,3-d]oxazole-6,7-diol